(R)-N-((R)-1-(2-fluoro-3-(trifluoromethyl)phenyl)ethyl)-2-methylpropane-2-sulfinamide FC1=C(C=CC=C1C(F)(F)F)[C@@H](C)N[S@](=O)C(C)(C)C